2,2-DIMETHYLHEXANOIC ACID CC(C(=O)O)(CCCC)C